CC1(COCC[C@H]1C1=NC2=CC=C(C=C2C=C1)C=O)C (R)-2-(3,3-dimethyltetrahydro-2H-pyran-4-yl)quinoline-6-carbaldehyde